CC=1C=CC(=NC1)C(=O)C1=CC=C(C=C1)C1=NOC(=N1)C(F)(F)F (5-Methyl-2-pyridinyl)-[4-[5-(trifluoromethyl)-1,2,4-oxadiazol-3-yl]phenyl]methanone